C1(CCCCC1)OC(=O)NC=1C=C2C(=CNC2=CC1)C1CCN(CC1)CC(C)C 5-cyclohexyloxycarbonylamino-3-(1-isobutylpiperidin-4-yl)-1H-indole